C[C@H]1CC(CC=C1)(C)C |r| (1RS,2SR)-2,6,6-TRIMETHYL-3-CYCLOHEXEN